(2S,4R)-2-Amino-4-methylpentanedioic acid N[C@H](C(=O)O)C[C@H](C(=O)O)C